6-Amino-9H-purin-9-yl-4-hydroxy-2-methylbutanamide NC1=C2N=CN(C2=NC=N1)C(C(=O)N)(CCO)C